2-methoxy-2-(7H-dibenzo[c,g]carbazol-7-yl)ethylamine COC(CN)N1C=2C=CC3=C(C2C=2C4=C(C=CC12)C=CC=C4)C=CC=C3